C(C)(C)C1CC(CCC1)=CCC1OCCO1 2-(2-(3-isopropylcyclohexylidene)ethyl)-1,3-dioxolane